2-(2,6-dioxopiperidin-3-yl)-5-((1r,3r)-3-(methyl(4-((5-nitropyridin-2-yl)oxy)butyl)amino)cyclobutoxy)isoindoline-1,3-dione O=C1NC(CCC1N1C(C2=CC=C(C=C2C1=O)OC1CC(C1)N(CCCCOC1=NC=C(C=C1)[N+](=O)[O-])C)=O)=O